C(C)(=O)NCCN(C1=C(C=CC2=C1CC(C=1C(=NC=NC21)N)(C)C)O[C@@H]2CC[C@H](CC2)NC(OC(C)(C)C)=O)C tert-butyl N-[trans-4-[[7-[2-acetamidoethyl(methyl)amino]-4-amino-5,5-dimethyl-6H-benzo[h]quinazolin-8-yl]oxy]cyclohexyl]carbamate